FC(C(=O)O)(F)F.ClC1=CC2=C(C=N1)C(=NN2)N2CCC(CC2)OC 6-chloro-3-(4-methoxypiperidin-1-yl)-1H-pyrazolo[4,3-c]pyridine trifluoroacetate